OC1C[C@H](CN1)C[C@@H]1N(C(OC1)(C)C)C(=O)OC(C)(C)C tert-butyl (4S)-4-(((3R)-5-hydroxypyrrolidin-3-yl) methyl)-2,2-dimethyloxazolidine-3-carboxylate